NC=1C2=C(N=CN1)C(=NC(=C2)N(C)[C@@H](C)CC)C=2C(=C(C=CC2C)O)C 3-((S)-4-Amino-6-(((S)-sec-butyl)(methyl)amino)pyrido[3,4-d]pyrimidin-8-yl)-2,4-dimethylphenol